ClC1=C(C=CC(=C1)N=C=S)OC 2-chloro-4-isothiocyanato-1-methoxy-benzene